C1(CCCC1)C1=NC2=C(N1C)C=C(C(=C2)OCCCN2CCCC2)OC 2-cyclopentyl-6-methoxy-1-methyl-5-(3-(pyrrolidin-1-yl)propoxy)-1H-benzo[d]imidazole